N-(4-methyl-4-piperidyl)-2-phenyl-acetamide CC1(CCNCC1)NC(CC1=CC=CC=C1)=O